C1(=CC=C(C=C1)C=1OC(=NN1)C(F)(F)F)C (4-tolyl)-5-trifluoromethyl-1,3,4-oxadiazole